FC1=C(C=CC(=C1)F)N1C=C(C=2C1=NC=C(C2)C=2C(=NOC2C)C)I 4-(1-(2,4-difluorophenyl)-3-iodo-1H-pyrrolo[2,3-b]pyridin-5-yl)-3,5-dimethylisoxazole